N-(cyanomethyl)-4-(2-((1-cyclopropyl-1H-pyrazol-4-yl)amino)-5-methylpyrimidin-4-yl)-N-methylbenzamide C(#N)CN(C(C1=CC=C(C=C1)C1=NC(=NC=C1C)NC=1C=NN(C1)C1CC1)=O)C